[N+](=[N-])=CC(=O)C=1C=NN(C1C)C1=CC=CC=C1 2-Diazo-1-(5-methyl-1-phenyl-1H-pyrazol-4-yl)ethan-1-one